1-[6-chloro-2-(methylsulfanyl)-5-(pyridin-4-yl)pyrimidine-4-yl]-5-methoxy-1,2,3-benzotriazole ClC1=C(C(=NC(=N1)SC)N1N=NC2=C1C=CC(=C2)OC)C2=CC=NC=C2